O1C(CCC1)CC(=O)O (TETRAHYDRO-FURAN-2-YL)-ACETIC ACID